C(C1=CC=CC=C1)C=1NC(=NN1)C(=O)NC1CC2(CC2)C2=C(NC1=O)C(=CC(=C2)F)F 5-benzyl-N-(7,9-difluoro-2-oxo-1,2,3,4-tetrahydrospiro[benzo[b]azepin-5,1'-cyclopropan]-3-yl)-4H-1,2,4-triazole-3-carboxamide